C(C1=CC=CC=C1)N(C(=O)C1CN(CC1)CC1=CC=CC=C1)C1=CC=C(C=C1)[As](O)O (4-(N,1-dibenzylpyrrolidine-3-carboxamido)phenyl)arsonous acid